2-hydroxyethyl(5-(6,7-dimethoxy-3-oxo-1,3-dihydronaphtho[2,3-c]furan-4-yl)pyrimidin-2-yl)-L-prolinate OCC[C@@]1(N(CCC1)C1=NC=C(C=N1)C1=C2C=C(C(=CC2=CC=2COC(C21)=O)OC)OC)C(=O)[O-]